5-(5-((3-ethyl-2,4-dioxo-1,2,3,4-tetrahydrothieno[3,2-d]pyrimidin-6-yl)methyl)-2,5-diazabicyclo[4.1.0]heptan-2-yl)-6-fluoro-N-methylpicolinamide C(C)N1C(NC2=C(C1=O)SC(=C2)CN2CCN(C1CC21)C=2C=CC(=NC2F)C(=O)NC)=O